3,5-difluorophenyl-boronic acid FC=1C=C(C=C(C1)F)B(O)O